(R)-N4-(5-(1-(8-oxa-2-azaspiro[4.5]decan-2-yl)ethyl)pyridin-2-yl)-N6-(3-(methylsulfonyl)pyridin-2-yl)pyrimidine-4,6-diamine C1N(CCC12CCOCC2)[C@H](C)C=2C=CC(=NC2)NC2=NC=NC(=C2)NC2=NC=CC=C2S(=O)(=O)C